pentafluorooctanoic acid FC(C(C(C(=O)O)(F)F)(F)F)CCCC